C(CCCCCCC=CCCCCCCCC)C=1N(CCN1)CCO 2-(8-heptadecen-1-yl)-4,5-dihydro-1H-imidazole-1-ethanol